ClC1=C(C=C(C=C1)F)C1(NC(C2=C(C(=CC(=C12)NC(C1=CC(=CC(=C1)C(F)(F)F)F)=O)NCC(F)(F)F)OC)=O)O N-[3-(2-chloro-5-fluorophenyl)-3-hydroxy-7-methoxy-1-oxo-6-[(2,2,2-trifluoroethyl)amino]-2,3-dihydro-1H-isoindol-4-yl]-3-fluoro-5-(trifluoromethyl)benzamide